COC=1C=C2CC(N(C2=CC1)C)=NS(=O)(=O)C1=CC=C(C=C1)C N-(5-methoxy-1-methylindol-2-ylidene)-4-methylbenzenesulfonamide